OC12NC(NC1NC(NC2=O)=O)=O 5-hydroxyuric acid